2-[(2S,5S)-5-{[tert-butylbis(phenyl)siloxy]methyl}-2-isopropyl-1-methyl-3-oxo-1,2,3,4,5,6-hexahydro-1,4-benzodiazocin-9-yloxy]-2-methylbutyl 2-methyl-2-propanecarbamate CC(C)(C)NC(=O)OCC(CC)(C)OC1=CC2=C(C[C@H](NC([C@@H](N2C)C(C)C)=O)CO[Si](C2=CC=CC=C2)(C2=CC=CC=C2)C(C)(C)C)C=C1